C(C)(C)(C)OC(=O)NC=1C(=C(C=CC1)CNCC1=C(C=C(C=C1)CC(=O)OCC)O)F ethyl 2-[4-({[(3-{[(tert-butoxy)carbonyl]amino}-2-fluorophenyl)methyl]amino} methyl)-3-hydroxyphenyl]acetate